tert-butyl (R)-3-(6-bromo-5-fluoro-2-oxo-2,3-dihydro-1H-benzo[d]imidazole-1-yl)piperidine-1-carboxylate BrC=1C(=CC2=C(N(C(N2)=O)[C@H]2CN(CCC2)C(=O)OC(C)(C)C)C1)F